methyltriphenylphosphole bromide [Br-].CC1=C(C(=C(P1)C1=CC=CC=C1)C1=CC=CC=C1)C1=CC=CC=C1